FC1=C(N=C2N(C1=O)[C@H](CCN2CC(CC)=O)C(F)(F)F)N2[C@@H](COCC2)C (R)-3-Fluoro-2-((R)-3-methylmorpholin-4-yl)-9-(2-oxobutyl)-6-trifluoromethyl-6,7,8,9-tetrahydro-pyrimido[1,2-a]-pyrimidin-4-one